5-iodo-1-hexene IC(CCC=C)C